FC(C(=O)O)(F)F.O1CCC(CC1)NC(C1=CC=C(C=C1)OC\C(=C/F)\CN)=O (Z)-N-(tetrahydro-2H-pyran-4-yl)-4-((2-aminomethyl-3-fluoroallyl)oxy)-benzamide trifluoroacetate